2-(tert-butoxy)-2-phenylethanol C(C)(C)(C)OC(CO)C1=CC=CC=C1